(5-phenyl-6,7-dihydro-5H-pyrrolo[1,2-b][1,2,4]triazol-2-yl)methanone tert-butyl-N-[[4-(6-formylpyrrolo[2,1-f][1,2,4]triazin-4-yl)-2-methyl-phenyl]methyl]carbamate C(C)(C)(C)OC(NCC1=C(C=C(C=C1)C1=NC=NN2C1=CC(=C2)C=O)C)=O.C2(=CC=CC=C2)C2CCC=1N2N=C(N1)C=O